FC(CC(CC(=O)N(C)OC)C)(F)F 5,5,5-Trifluoro-N-methoxy-N,3-dimethylpentanamide